(2R,3R,4S,5R,6R)-6-((1-oxa-2-azaspiro[4.5]dec-2-en-3-yl)methyl)-4-(4-(2,5-difluoro-4-methylphenyl)-1H-1,2,3-triazol-1-yl)-2-(hydroxymethyl)-5-methoxytetrahydro-2H-pyran-3-ol O1N=C(CC12CCCCC2)C[C@@H]2[C@@H]([C@H]([C@H]([C@H](O2)CO)O)N2N=NC(=C2)C2=C(C=C(C(=C2)F)C)F)OC